CN1CCC(CC1)N1[C@@H](CCC1)C1=NC2=CC=C(C=C2C(N1C1=CC=CC=C1)=O)[N+](=O)[O-] (S)-2-(1-(1-methylpiperidin-4-yl)pyrrolidin-2-yl)-6-nitro-3-phenylquinazolin-4(3H)-one